C(C)(C)(C)C=1C=C(C=C(C1)C(C)(C)C)Br 3,5-di-t-butyl-1-bromobenzene